4-((2S,5R)-4-(1-(4-chlorophenyl)-3-methylbutyl)-2,5-dimethylpiperazin-1-yl)-1-(((S)-tetrahydrofuran-2-yl)methyl)-1H-[1,2,4]triazolo[3,4-b]purine ClC1=CC=C(C=C1)C(CC(C)C)N1C[C@@H](N(C[C@H]1C)C=1C=2N=CN(C2N2C(N1)=NN=C2)C[C@H]2OCCC2)C